[Si](C)(C)(C(C)(C)C)OCCN1C(=NN=C1C(F)F)CO (4-(2-(tert-Butyldimethylsilyloxy)ethyl)-5-(difluoromethyl)-4H-1,2,4-triazol-3-yl)methanol